2-(p-fluorophenoxymethyl)-4-(N-isobutyl-aminomethyl)-thiazole FC1=CC=C(OCC=2SC=C(N2)CNCC(C)C)C=C1